SC(CC=O)CCC 3-MERCAPTOHEXANAL